FC1=C(C=CC(=C1)OC)C=1C(=NC(=NC1)NC1CC(CC1)N(C)C)C(F)(F)F N1-(5-(2-fluoro-4-methoxyphenyl)-4-(trifluoromethyl)pyrimidin-2-yl)-N3,N3-dimethylcyclopentane-1,3-diamine